2,2-dimethyl-1-(3-phenylisoxazolidin-2-yl)butan-3-en-1-one copper tri-indium [In].[In].[In].[Cu].CC(C(=O)N1OCCC1C1=CC=CC=C1)(C=C)C